(3-carbamimidoyl-2-chloro-4-fluorobenzyl)isobutyramide hydrochloride Cl.C(N)(=N)C=1C(=C(CC(C(=O)N)(C)C)C=CC1F)Cl